4-benzylthio-6-amino-1-((2-(trimethylsilyl)ethoxy)methyl)-benzimidazol-2-ylcyanide C(C1=CC=CC=C1)SC1=CC(=CC=2N(C(=NC21)C#N)COCC[Si](C)(C)C)N